(Z)-5-(2-Fluoro-6-methoxyphenyl)-3-(1-((1-(oxetan-3-yl)-1H-pyrazol-4-yl)amino)ethylidene)-1H-pyrrolo[2,3-c]pyridin-2(3H)-one FC1=C(C(=CC=C1)OC)C=1C=C/2C(=CN1)NC(\C2=C(\C)/NC=2C=NN(C2)C2COC2)=O